CC1=CN=NC(=C1C)N1CC=2C=C(C=NC2CC1)N1CCCC1 4,5-dimethyl-6-(3-pyrrolidin-1-yl-7,8-dihydro-5H-1,6-naphthyridin-6-yl)pyridazine